C(#N)C1=CC=C(C=C1)C1=CC=C2C=C(NC2=C1)C(=O)O 6-(4-cyanophenyl)-1H-indole-2-carboxylic acid